4-cyclopropylbenzoic acid methyl ester COC(C1=CC=C(C=C1)C1CC1)=O